3-(3-(3-acrylamido-4-methylphenyl)-4-chloro-1H-pyrrolo[2,3-b]pyridin-2-yl)-N-(1-benzylpiperidin-4-yl)benzamide C(C=C)(=O)NC=1C=C(C=CC1C)C1=C(NC2=NC=CC(=C21)Cl)C=2C=C(C(=O)NC1CCN(CC1)CC1=CC=CC=C1)C=CC2